C[C@H]1N(CC(NC1)C=1C=C(C=CC1)C)C(=O)C1(CC1)C ((2R)-2-methyl-5-(m-tolyl)piperazin-1-yl)(1-methylcyclopropyl)methanone